FC=1C=C(C=CC1F)C1CCC(CC1)=O 4-(3,4-difluorophenyl)cyclohexan-1-one